ClC1=C(C=CC=C1)C=1C=C2C(CC(C2=CC1)NC(O[C@@H]1CN2CCC1CC2)=O)(C)C (S)-quinuclidin-3-yl (5-(2-chlorophenyl)-3,3-dimethyl-2,3-dihydro-1H-inden-1-yl)carbamate